COC([C@@H](NS(=O)(=O)C1=C(C=CC=C1)[N+](=O)[O-])CCCCNC(=O)OC(C)(C)C)=O N6-(tert-butoxycarbonyl)-N2-((2-nitrophenyl)sulfonyl)-L-lysine methyl ester